N(=[N+]=[N-])CCOCCOCCOCCOCCOCCOCCOCCOCCOCCOCCOCCOCCC(=O)O 1-azido-3,6,9,12,15,18,21,24,27,30,33,36-dodecaoxanonatriacontan-39-oic acid